FC1=CC=C(C=C1)C=1C(C(=CN2CCCC12)C(=O)N)=O 8-(4-fluorophenyl)-7-oxo-2,3-dihydro-1H-indolizine-6-carboxamide